C(C=C)(=O)OCCCCCCCCCCCOC1=CC=C(C=C1)C 11-(4-methylphenoxy)undecyl prop-2-enoate